N-(4-(4-Bromophenyl)thiazol-2-yl)-3-(2,2,2-trifluoroacetamido)thiophene-2-carboxamide BrC1=CC=C(C=C1)C=1N=C(SC1)NC(=O)C=1SC=CC1NC(C(F)(F)F)=O